6-(Cyclopropylmethoxy)-N-[(2S)-1-(fluoromethoxy)-4-methylpent-2-yl]-5-(pyrrolidin-1-yl)pyridine-2-carboxamide C1(CC1)COC1=C(C=CC(=N1)C(=O)N[C@H](COCF)CC(C)C)N1CCCC1